methyl 2-((2-(3-((tert-butoxycarbonyl) amino) propyl)-4-fluorophenyl) amino)-5-fluoro-4-(trifluoromethyl)-benzoate C(C)(C)(C)OC(=O)NCCCC1=C(C=CC(=C1)F)NC1=C(C(=O)OC)C=C(C(=C1)C(F)(F)F)F